FC1=C(C=C(C=C1)C(C)=O)OCC(CCC)CCC 1-(4-fluoro-3-((2-propylpentyl)oxy)phenyl)ethan-1-one